N-[(6-Amino-2-pyridyl)sulfonyl]-2-[(2R,3R)-2,3-dimethylpyrrolidin-1-yl]-6-(6-isopropoxy-3-pyridyl)pyridin-3-carboxamid NC1=CC=CC(=N1)S(=O)(=O)NC(=O)C=1C(=NC(=CC1)C=1C=NC(=CC1)OC(C)C)N1[C@@H]([C@@H](CC1)C)C